FC1=NC=CC=C1CC 1-(2-fluoropyridin-yl)ethane